NC=1SCC2(N1)COCC1=CC=C(C=C12)NS(=O)(=O)C1=CC=C(C=C1)Br N-(2'-amino-5'H-spiro[isochromane-4,4'-thiazol]-6-yl)-4-bromobenzenesulfonamide